ClC=1C=C(C(=C(C1)NC=1C(=NC=CC1)C)[N+](=O)[O-])F N-(5-chloro-3-fluoro-2-nitrophenyl)-2-methylpyridin-3-amine